tert-butyl (S)-(1-oxo-3-phenyl-1-((4-((2,2,2-trifluoroacetamido)methyl)phenyl)sulfonamido)propan-2-yl)carbamate O=C([C@H](CC1=CC=CC=C1)NC(OC(C)(C)C)=O)NS(=O)(=O)C1=CC=C(C=C1)CNC(C(F)(F)F)=O